C(C)(=O)OCCC(CC)C 3-METHYLPENTYL ACETATE